N-(2,2,2-trifluoro-acetyl)-acetamide FC(C(=O)NC(C)=O)(F)F